N-allyl-4-methyl-N-(2-methylallyl)benzenesulphonamide C(C=C)N(S(=O)(=O)C1=CC=C(C=C1)C)CC(=C)C